4,5-dimethylbenzamide CC1=CC=C(C(=O)N)C=C1C